2-(isoxazol-4-ylamino)-7H-pyrrolo[2,3-d]pyrimidine-5-carbonitrile O1N=CC(=C1)NC=1N=CC2=C(N1)NC=C2C#N